N-(3-(3-methoxy-4-(1-((3S,4R)-4-methoxytetrahydrofuran-3-yl)-1H-pyrazol-4-yl)pyridin-2-yl)-1-methyl-1H-pyrazolo[3,4-c]pyridin-5-yl)cyclopropanecarboxamide COC=1C(=NC=CC1C=1C=NN(C1)[C@H]1COC[C@@H]1OC)C1=NN(C2=CN=C(C=C21)NC(=O)C2CC2)C